C(C=C)(=O)OCCOC(=O)NCCCC 2-[[(butylamino) carbonyl]oxy]ethyl acrylate